N1CCC(CC1)CC=1C=C2C(=CN1)OC(=C2)C#N 5-(piperidin-4-ylmethyl)furo[2,3-c]pyridine-2-carbonitrile